C[C@](C(=O)O)([C@H](CC1=CC=CC=C1)O)O (2R,3S)-methyl-2,3-dihydroxy-4-phenylbutyric acid